(1-(4-(methylsulfonyl)-2-nitrophenyl)piperidin-2-yl)methanol CS(=O)(=O)C1=CC(=C(C=C1)N1C(CCCC1)CO)[N+](=O)[O-]